C(CCCCCCCCCCCCC)(=O)[O-].C(CCCCCCCCCCCCC)(=O)[O-].C(CCCCCCCCCCCCC)(=O)[O-].[Al+3] aluminum tristetradecanoate